trans-1,4-bis(morpholin-4-yl)cyclohexane Methyl-4-((1-methyl-9-(1-methyl-1H-pyrazol-4-yl)-6,7-dihydro-5H-benzo[c][1,2,3]triazolo[1,5-a]azepin-7-yl)amino)benzoate COC(C1=CC=C(C=C1)NC1C2=C(C=3N(CC1)N=NC3C)C=CC(=C2)C=2C=NN(C2)C)=O.N2(CCOCC2)[C@@H]2CC[C@H](CC2)N2CCOCC2